5-(5-fluoro-3-pyridinyl)-7-hydroxy-pyrazolo[1,5-a]Pyrimidine-3-carboxylic acid methyl ester COC(=O)C=1C=NN2C1N=C(C=C2O)C=2C=NC=C(C2)F